C[C@@H]1N(C[C@H]1O)C1=NC(=CC(=N1)C=1C=NN(C1)C1CN(C1)C)C(F)(F)F (2S,3R)-2-methyl-1-[4-[1-(1-methylazetidin-3-yl)pyrazol-4-yl]-6-(trifluoromethyl)pyrimidin-2-yl]azetidin-3-ol